2-(3-(3-amino-6-chloropyridin-2-yl)-1H-1,2,4-triazol-1-yl)ethan-1-ol NC=1C(=NC(=CC1)Cl)C1=NN(C=N1)CCO